C12(CC3CC(CC(C1)C3)C2)NC(=O)C=2OC(=CC2)C2=CC(=C(C(=C2)O)N2S(NC(C2)=O)(=O)=O)F N-(adamantan-1-yl)-5-(4-(1,1-dioxido-4-oxo-1,2,5-thiadiazolidin-2-yl)-3-fluoro-5-hydroxyphenyl)furan-2-carboxamide